1-[5-[3-[2-fluoro-3-(pyrrolidin-1-ylsulfonylamino)benzoyl]-1H-pyrrolo[2,3-b]pyridin-5-yl]-2-pyridyl]cyclopropanecarboxylic acid FC1=C(C(=O)C2=CNC3=NC=C(C=C32)C=3C=CC(=NC3)C3(CC3)C(=O)O)C=CC=C1NS(=O)(=O)N1CCCC1